FC1=C(COC=2C=CC3=C(C(=C(O3)C)C(=O)NC3C(CN(CC3)C(=O)OC(C)(C)C)(F)F)C2)C(=CC=C1)F tert-butyl 4-(5-((2,6-difluorobenzyl)oxy)-2-methylbenzofuran-3-carboxamido)-3,3-difluoro-piperidine-1-carboxylate